C1(CC1)C(=O)NC=1C=C2C(=CN=C(C2=CN1)NC)C=1OC2=C(N1)C=C(C=C2)C(=O)O 2-(6-(cyclopropanecarboxamido)-1-(methylamino)-2,7-naphthyridin-4-yl)benzo[d]oxazole-5-carboxylic acid